C1(CCCCC1)NC=1C2=C(N=CC1C#CC1=C(C=CC=C1)[N+](=O)[O-])NC=C2 N-cyclohexyl-5-((2-nitrophenyl)ethynyl)-1H-pyrrolo[2,3-b]pyridin-4-amine